C(C)(=O)OC(C)O 1-1-hydroxy-1-ethyl acetate